N-(5-((6,7-dimethoxyquinazolin-4-yl)(methyl)amino)pentyl)sulfamide COC=1C=C2C(=NC=NC2=CC1OC)N(CCCCCNS(=O)(=O)N)C